2-{3,4,8,9-tetrakis(mercaptomethylthio)-11-mercapto-2,5,7,10-tetrathiaundecylthio}mercaptomethylthiomethyl-1,3-dithiolane SCSC(SCSSCSCC1SCCS1)C(SCSC(C(SCS)SCS)SCS)SCS